8-[1-(2,2-difluoroethyl)-1H-pyrazolo[3,4-b]pyrazin-6-yl]-1-ethyl-2-[2-(trifluoromethyl)pyrimidin-5-yl]-2,8-diazaspiro[4.5]decan-3-one FC(CN1N=CC=2C1=NC(=CN2)N2CCC1(CC(N(C1CC)C=1C=NC(=NC1)C(F)(F)F)=O)CC2)F